O1CC[C@@H](C2=CC=CC=C12)NC(=O)C1=CC2=C(N=C(S2)C2CCNCC2)C(=C1)C (S)-N-(chroman-4-yl)-4-methyl-2-(piperidin-4-yl)benzo[d]thiazole-6-carboxamide